7-fluoroisoquinolin-8-yl-carbamic acid tert-butyl ester C(C)(C)(C)OC(NC=1C(=CC=C2C=CN=CC12)F)=O